N-(6-bromo-2-pyridyl)benzamide BrC1=CC=CC(=N1)NC(C1=CC=CC=C1)=O